C[C@H]1CC[C@@H](N(C1)C(=O)OC(C)(C)C)C1=CC=C(C=C1)CNC(C(F)(F)F)=O |r| rac-tert-Butyl (2R,5S)-5-methyl-2-[4-[[(2,2,2-trifluoroacetyl) amino]methyl]phenyl]piperidine-1-carboxylate